C(CC\C=C/CCCCC)OC(CCCCCCCN(CCO)CCCCCCCC(OCCCC\C=C/CC)OCCCC\C=C/CC)=O.C(CC)N(CCC)N1CCC1 dipropylaminoazetidine (Z)-dec-4-en-1-yl-8-((8,8-bis(((Z)-oct-5-en-1-yl)oxy)octyl)(2-hydroxyethyl)amino)octanoate